5-((4-(1-(cyclopropylmethyl)-1H-benzo[d]imidazol-2-yl)piperidin-1-yl)methyl)-3-methyl-1-(3-(trifluoromethyl)phenyl)-1H-indazole C1(CC1)CN1C(=NC2=C1C=CC=C2)C2CCN(CC2)CC=2C=C1C(=NN(C1=CC2)C2=CC(=CC=C2)C(F)(F)F)C